[Si](C)(C)(C(C)(C)C)OCC#CC=1C=C2C(=CC=CN2C1CC(F)(F)F)N[C@H]1[C@H](CN(CC1)C)F 2-(3-((tert-butyldimethylsilyl)oxy)prop-1-yn-1-yl)-N-((3S,4R)-3-fluoro-1-methylpiperidin-4-yl)-3-(2,2,2-trifluoroethyl)indolizine-8-amine